CN1CC2=C(C(CC1)NC(=O)C=1OC(=NN1)C1(CC1)C)C=CC(=C2)C2=NC(=NC=C2)NC=2C=NN(C2)C N-(2-methyl-8-(2-((1-methyl-1H-pyrazol-4-yl)amino)pyrimidin-4-yl)-2,3,4,5-tetrahydro-1H-benzo[c]azepin-5-yl)-5-(1-methylcyclopropyl)-1,3,4-oxadiazole-2-carboxamide